1-(4-(3-amino-1H-indazol-5-yl)pyridine-2-yl)-3-isopentylurea NC1=NNC2=CC=C(C=C12)C1=CC(=NC=C1)NC(=O)NCCC(C)C